(R)-2-(4-(4-fluoro-3-isopropyl-2-(8-methoxy-[1,2,4]triazolo[1,5-a]pyridin-6-yl)-1H-pyrrolo[2,3-c]pyridin-5-yl)-3-methylpiperazin-1-yl)acetamide FC1=C2C(=CN=C1N1[C@@H](CN(CC1)CC(=O)N)C)NC(=C2C(C)C)C=2C=C(C=1N(C2)N=CN1)OC